OCCOC(C(C)([Te]C)C)=O (2-hydroxyethyl)-2-methyl-2-methyltelluro-propionate